5-(4-(4-(8-bromoquinoxalin-2-yl)-1H-pyrazol-1-yl)piperidin-1-yl)-N-((2-(2,6-dioxopiperidin-3-yl)-1-oxoisoindolin-5-yl)methyl)-N-methyl-5-oxopentanamide BrC=1C=CC=C2N=CC(=NC12)C=1C=NN(C1)C1CCN(CC1)C(CCCC(=O)N(C)CC=1C=C2CN(C(C2=CC1)=O)C1C(NC(CC1)=O)=O)=O